Fmoc-Tryptophanol C(=O)(OCC1C2=CC=CC=C2C2=CC=CC=C12)N[C@@H](CC1=CNC2=CC=CC=C12)CO